tert-butyl ((3S)-1-(2-((5-amino-6-(2-fluoro-6-methoxyphenyl)pyridin-2-yl)amino)-5-(1-(difluoromethyl)-1H-pyrazol-4-yl)pyridin-4-yl)piperidin-3-yl)carbamate NC=1C=CC(=NC1C1=C(C=CC=C1OC)F)NC1=NC=C(C(=C1)N1C[C@H](CCC1)NC(OC(C)(C)C)=O)C=1C=NN(C1)C(F)F